N8-(2-methoxy-2-methylpropyl)-N2-(2-methoxy-4-(1-(2-methoxyethyl)-2-methyl-1H-imidazol-5-yl)phenyl)pyrido[3,4-d]pyrimidine-2,8-diamine COC(CNC1=NC=CC2=C1N=C(N=C2)NC2=C(C=C(C=C2)C2=CN=C(N2CCOC)C)OC)(C)C